2'-Hydroxy-4'-isoprenyloxychalcone OC1=C(C(/C=C/C2=CC=CC=C2)=O)C=CC(=C1)OC=CC(C)=C